O(C1=CC=CC=C1)C1=CC=C(C=C1)S(=O)(=O)O[C@@H]1CS(C=C1)(=O)=O (S)-1,1-dioxido-2,3-dihydrothiophen-3-yl 4-phenoxybenzenesulfonate